1-(3-(2-Methylbenzo[d]thiazol-6-yl)-4-cyano-1-(tetrahydro-2H-pyran-2-yl)-1H-pyrazolo[3,4-d]pyrimidin-6-yl)-4-(2,4-difluorophenyl)piperidin-4-ylcarbamic acid tert-butyl ester C(C)(C)(C)OC(NC1(CCN(CC1)C1=NC(=C2C(=N1)N(N=C2C2=CC1=C(N=C(S1)C)C=C2)C2OCCCC2)C#N)C2=C(C=C(C=C2)F)F)=O